2'-O-methyl-5'-(R)-methyl-cytidine-3'-phosphate P(=O)(O)(O)O[C@H]1[C@H]([C@@H](O[C@@H]1[C@H](O)C)N1C(=O)N=C(N)C=C1)OC